3-benzyloxy-2-[4-[tert-butyl(dimethyl)silyl]oxy-3,3-dimethyl-but-1-ynyl]-N-(4-chloro-3-fluoro-phenyl)aniline C(C1=CC=CC=C1)OC=1C(=C(NC2=CC(=C(C=C2)Cl)F)C=CC1)C#CC(CO[Si](C)(C)C(C)(C)C)(C)C